FC=1C=C(C=CC1F)C=1N=CN(C1C=1C=C2C=NNC2=CC1)C 5-(4-(3,4-Difluorophenyl)-1-methyl-1H-imidazol-5-yl)-1H-indazole